ClC1=C(C=CC=C1B1OC(C(O1)(C)C)(C)C)C1=CC(=C(C(=C1)OC)C=O)F 2'-chloro-3-fluoro-5-methoxy-3'-(4,4,5,5-tetramethyl-1,3,2-dioxaborolan-2-yl)-[1,1'-biphenyl]-4-carbaldehyde